(E)-3,3,3-trifluoro-2-(trifluoromethyl)propionitrile FC(C(C#N)C(F)(F)F)(F)F